N-[3,5-difluoro-4-[3'-(hydroxymethyl)-6'-oxo-spiro[cyclopropane-1,5'-imidazo[1,2-a]imidazole]-7'-yl]phenyl]pyridine-2-carboxamide FC=1C=C(C=C(C1N1C(C2(N3C1=NC=C3CO)CC2)=O)F)NC(=O)C2=NC=CC=C2